2-(acetoacetoxy)ethyl methacrylate C(C(=C)C)(=O)OCCOC(CC(=O)C)=O